[1,4]dioxin-6-sulfonyl chloride O1C=COC=C1S(=O)(=O)Cl